ClC1=CC=C(C2=C1C=C(O2)F)C(OC2=CC=CC(=N2)C2=CCC(CC2)CC(=O)NC2=C(C=C(C(=O)OC)C=C2)NC[C@H]2OCC2)([2H])[2H] methyl 4-(2-(4-(6-((4-chloro-2-fluorobenzofuran-7-yl)methoxy-d2)pyridin-2-yl)cyclohex-3-en-1-yl)acetamido)-3-((((S)-oxetan-2-yl)methyl)amino)benzoate